ClC1=NC=CC(=C1)C#CC=1C=C(N(C1C)C=1C=NC(=CC1)C)C(=O)O 4-[2-(2-chloro-4-pyridyl)ethynyl]-5-methyl-1-(6-methyl-3-pyridinyl)pyrrole-2-carboxylic acid